4-Amino-1-(3-((2-oxopyrrolidin-1-yl)methyl)benzyl)-1H-imidazo[4,5-c]quinoline NC1=NC=2C=CC=CC2C2=C1N=CN2CC2=CC(=CC=C2)CN2C(CCC2)=O